6-methyl-3,4-dimethoxyphenol CC1=CC(=C(C=C1O)OC)OC